ClC1=CC(=C(C=C1)C1=NC(=CC=2N=C(N(C(C21)=O)C)C)N2C[C@@H](OCC2)C=2C=NN(C2)C2CC2)F 5-(4-chloro-2-fluorophenyl)-7-((2S)-2-(1-cyclopropyl-1H-pyrazol-4-yl)-4-morpholinyl)-2,3-dimethylpyrido[4,3-d]pyrimidin-4(3H)-one